S1C(=NC=C1)NC(=S)N1N=NC2=C1C=CC=C2 N-(2-thiazolyl)-1H-benzotriazole-1-thiocarboxamide